C(CC=C)OC1=C(C=NC=C1Cl)N1C(N(C(=NC1=O)SC)CC=1C=C(C#N)C=CC1Cl)=O 3-((3-(4-(but-3-en-1-yloxy)-5-chloropyridin-3-yl)-6-(methylthio)-2,4-dioxo-3,4-dihydro-1,3,5-triazin-1(2H)-yl)methyl)-4-chlorobenzonitrile